N1=C(C=CC=C1)/C=C/C1=NNC2=CC(=CC=C12)SC1=C(C(=O)N)C=CC=C1 2-((3-((1E)-2-(2-pyridinyl)vinyl)-1H-indazol-6-yl)thio)benzamide